2-(Benzyloxy)-1-fluoro-5-(3-methoxyprop-1-en-2-yl)-3-nitrobenzene C(C1=CC=CC=C1)OC1=C(C=C(C=C1[N+](=O)[O-])C(=C)COC)F